CC(C=C)CC(C)(C)C 3,5,5-trimethylhexene